ClC1=NC(=CC(=C1)C(C)(C)NC(OCC1=CC=CC=C1)=O)Cl benzyl (2-(2,6-dichloropyridin-4-yl)propan-2-yl)carbamate